1-(2-(5-(trifluoromethyl)-1,2,4-oxadiazol-3-yl)-6,7-dihydrothieno[3,2-c]pyridin-5(4H)-yl)butan-1-one FC(C1=NC(=NO1)C1=CC=2CN(CCC2S1)C(CCC)=O)(F)F